N-(6-aminoquinoxalin-5-yl)-N-(5-bromo-2-chloro-pyrimidin-4-yl)methanesulfonamide NC=1C(=C2N=CC=NC2=CC1)N(S(=O)(=O)C)C1=NC(=NC=C1Br)Cl